[2-(3-methoxy-2-methylphenyl)-1-methylpyrrolo[2,3-c]pyridin-5-yl]cyclopropanecarboxamide COC=1C(=C(C=CC1)C1=CC=2C(=CN=C(C2)C2(CC2)C(=O)N)N1C)C